butyl 4-methoxy-3-((4-(methylsulfonyl)phenoxy)methyl)piperidine-1-carboxylate COC1C(CN(CC1)C(=O)OCCCC)COC1=CC=C(C=C1)S(=O)(=O)C